tert-butyl (S)-4-(7-bromo-6-chloro-8-fluoro-2-((1-methylpyrrolidin-2-yl)methoxy) quinazolin-4-yl)piperazine-1-carboxylate BrC1=C(C=C2C(=NC(=NC2=C1F)OC[C@H]1N(CCC1)C)N1CCN(CC1)C(=O)OC(C)(C)C)Cl